BrC1=CC=C(C=C1)N1[C@@H](CN(CC1)C)C (R)-1-(4-bromophenyl)-2,4-dimethylpiperazine